ethyl N-(2-naphthalenesulfonyl)-2-aminoacrylate C1=C(C=CC2=CC=CC=C12)S(=O)(=O)NC(C(=O)OCC)=C